C(N)(=O)C=1C=C(C=CC1Cl)[C@@H](COC(NC1CC1)=O)N1C(N[C@](C1=O)(CC(C)(C)C)C1=CC=C(C=C1)C=1C=NN(C1)C(F)F)=NC(OCC1=CC=CC=C1)=O benzyl ((R)-1-((S)-1-(3-carbamoyl-4-chlorophenyl)-2-((cyclopropylcarbamoyl)oxy)ethyl)-4-(4-(1-(difluoromethyl)-1H-pyrazol-4-yl)phenyl)-4-neopentyl-5-oxoimidazolidin-2-ylidene)carbamate